C(C)C=1N=C(C2=C(N1)SC(=C2)C)NCCCC2=CC(=CC=C2)OC(F)(F)F 2-ethyl-6-methyl-N-(3-(3-(trifluoromethoxy)phenyl)propyl)thieno[2,3-d]pyrimidin-4-amine